4-(trifluoromethyl)-1,3-phenylenediamine FC(C1=C(C=C(C=C1)N)N)(F)F